pentamethylcyclopentadienyl(1-methyl-1,5,6,7-tetrahydro-s-indacenyl)zirconium CC1=C(C(=C(C1([Zr]C1(C=CC2=CC=3CCCC3C=C12)C)C)C)C)C